(1R,10R,13S)-6-benzyloxy-N-[(2,4-difluorophenyl)methyl]-13-hydroxy-10,13-dimethyl-5,8-dioxo-2,9-diazatricyclo[7.4.1.02,7]tetradeca-3,6,11-triene-4-carboxamide C(C1=CC=CC=C1)OC=1C(C(=CN2[C@H]3[C@@](C=C[C@H](N(C(C12)=O)C3)C)(C)O)C(=O)NCC3=C(C=C(C=C3)F)F)=O